tert-butyl (S)-2-((7-((4-cyanobenzyl) oxy)-3,4-dihydroisoquinolin-2(1H)-yl) methyl)-1-((oxetan-2-yl) methyl)-1H-benzo[d]imidazole-6-carboxylate C(#N)C1=CC=C(COC2=CC=C3CCN(CC3=C2)CC2=NC3=C(N2C[C@H]2OCC2)C=C(C=C3)C(=O)OC(C)(C)C)C=C1